C(CCCCCCCCC)(=O)OC[C@]1(O[C@H](C[C@@H]1OC(=O)OCCCCCC)N1C2=NC(=NC(=C2N=C1)N)F)C#C ((2R,3S,5R)-5-(6-amino-2-fluoro-9H-purin-9-yl)-2-ethynyl-3-(((hexyloxy)carbonyl)oxy)tetrahydro-furan-2-yl)methyl decanoate